FC=1C=CC2=C(CCO2)C1CNC1=NC=C(C=2N1C=C(N2)C#N)C2CCOCC2 5-(((5-fluoro-2,3-dihydrobenzofuran-4-yl)methyl)amino)-8-(tetrahydro-2H-pyran-4-yl)imidazo[1,2-c]pyrimidine-2-carbonitrile